2'(R)-N,N'-(1,4-phenylenebis(methylene))bis(1-amino-1,2,3,4-tetrahydronaphthalene-2-carboxamide) dihydrochloride Cl.Cl.C1(=CC=C(C=C1)CNC(=O)C1C(C2=CC=CC=C2CC1)N)CNC(=O)[C@H]1C(C2=CC=CC=C2CC1)N